FC1=CC=C(NCC=2N=NN(C2)[C@H](C(=O)N2[C@@H](C[C@H](C2)O)C(=O)NC)C(C)(C)C)C=C1 (2S,4r)-1-[(2S)-2-[4-[(4-fluoroanilino)methyl]triazol-1-yl]-3,3-dimethyl-butyryl]-4-hydroxy-N-methyl-pyrrolidine-2-carboxamide